N-((3R,5R)-1-Cyano-5-(methoxymethyl)pyrrolidin-3-yl)-5-(2-cyclopropoxy-5-(trifluoromethyl)phenyl)-1,3,4-oxadiazole-2-carboxamide C(#N)N1C[C@@H](C[C@@H]1COC)NC(=O)C=1OC(=NN1)C1=C(C=CC(=C1)C(F)(F)F)OC1CC1